FC(C=1C=CC(=NC1)CNN1CCN(CC1)C(C)=O)(F)F 1-(4-(((5-(trifluoromethyl)pyridin-2-yl)methyl)amino)piperazin-1-yl)ethan-1-one